BrC1=CN=C2N1C=C(C(=C2)OC)C2(CCNCC2)F 3-bromo-6-(4-fluoropiperidin-4-yl)-7-methoxyimidazo[1,2-a]pyridine